5-bromo-8-fluoro-3-(2-(trifluoromethyl)benzyl)quinazoline-2,4(1H,3H)-dione BrC1=C2C(N(C(NC2=C(C=C1)F)=O)CC1=C(C=CC=C1)C(F)(F)F)=O